N1C=CC2=CC=CC(=C12)C=O 7-indolecarbaldehyde